COC=1C=C(C=CC1OC)B([O-])[O-] 3,4-Dimethoxyphenylboronate